BrCC=1C(OC2=CC(=CC=C2C1C)OC1=NC=CC=C1F)=O 3-(bromomethyl)-7-[(3-fluoro-2-pyridyl)oxy]-4-methyl-chromen-2-one